benzyl rac-(4aS,8aR)-1,2,3,4a,5,7,8,8a-octahydropyrido[3,4-b][1,4]oxazine-6-carboxylate N1[C@H]2[C@@H](OCC1)CN(CC2)C(=O)OCC2=CC=CC=C2 |r|